5-Bromo-1,2,3-trimethoxybenzene BrC=1C=C(C(=C(C1)OC)OC)OC